7-(1-(1-Ethoxyethyl)-1H-pyrazol-4-yl)-8-((1,1,1-trifluoropropan-2-yl)oxy)-[1,2,4]triazolo[1,5-a]pyridin-2-amine C(C)OC(C)N1N=CC(=C1)C1=C(C=2N(C=C1)N=C(N2)N)OC(C(F)(F)F)C